benzyl ((S)-1-(((S)-3-cyclopropyl-1-(((S)-1-hydroxy-3-((S)-2-oxopyrrolidin-3-yl)propan-2-yl)amino)-1-oxopropan-2-yl)amino)-3-(naphthalen-1-yl)-1-oxopropan-2-yl)carbamate C1(CC1)C[C@@H](C(=O)N[C@H](CO)C[C@H]1C(NCC1)=O)NC([C@H](CC1=CC=CC2=CC=CC=C12)NC(OCC1=CC=CC=C1)=O)=O